BrC1=C(C(=C(C(=C1)Br)O)F)[N+](=O)[O-] 4,6-dibromo-2-fluoro-3-nitrophenol